(4-fluoro-2-(trifluoromethyl)phenoxy)-5,6,7,8-tetrahydro-[1,2,4]triazolo[4,3-a]pyrazine FC1=CC(=C(OC2=NN=C3N2CCNC3)C=C1)C(F)(F)F